4-((2-chloro-4-morpholinothieno[3,2-d]pyrimidin-6-yl)methyl)-1-(cyclopropylmethyl)piperazin-2-one ClC=1N=C(C2=C(N1)C=C(S2)CN2CC(N(CC2)CC2CC2)=O)N2CCOCC2